BrCCC1=CC(=CC=C1)Br 2,3-dibromoethylbenzene